FC1=CC=C(C=C1)C(C(=O)NC1=NC=CC(=C1)C1=C(C=2C(N(C=CC2N1)C)=O)C1=CC=CC=C1)C 2-(4-fluorophenyl)-N-[4-(5-methyl-4-oxo-3-phenyl-4,5-dihydro-1H-pyrrolo[3,2-c]pyridin-2-yl)pyridin-2-yl]propanamide